C1(CC1)NC(=O)N1CC2=C(C=C(C=C2CC1)C=1C=C2C(=NC1)NC=C2C)[C@H]2NCCC2 (S)-N-cyclopropyl-6-(3-methyl-1H-pyrrolo[2,3-B]pyridin-5-yl)-8-(pyrrolidin-2-yl)-3,4-dihydroisoquinoline-2(1H)-carboxamide